N[C@H](CC1=CC=2N=C(N=C(C2S1)NCC=1SC=CC1)Cl)C 6-[(2S)-2-aminopropyl]-2-chloro-N-[(thiophen-2-yl)methyl]thieno[3,2-d]pyrimidin-4-amine